[3-(2-Chloro-4-fluoro-5-nitro-phenyl)-5-methyl-4H-isoxazol-5-yl]methanol tert-butyl-4-fluoro-4-(hydroxymethyl)piperidine-1-carboxylate C(C)(C)(C)C1N(CCC(C1)(CO)F)C(=O)OCC1(CC(=NO1)C1=C(C=C(C(=C1)[N+](=O)[O-])F)Cl)C